CN1CCN(CC1)CCOC1=CC=C(N=N1)CO (6-(2-(4-methylpiperazin-1-yl)ethoxy)pyridazin-3-yl)methanol